Pentamethylcyclopentadienyl-(1-n-hexylindenyl)hafnium CC1=C(C(=C(C1([Hf]C=1C(C2=CC=CC=C2C1)CCCCCC)C)C)C)C